6-chloro-3-(((R)-1-(2-cyano-3-((R)-3,3-difluorocyclopentyl)-7-methylquinoxalin-5-yl)ethyl)amino)picolinic acid ClC1=CC=C(C(=N1)C(=O)O)N[C@H](C)C1=C2N=C(C(=NC2=CC(=C1)C)C#N)[C@H]1CC(CC1)(F)F